1-ethyl-3-methyl-cyclopentane C(C)C1CC(CC1)C